C1(CC1)C(=O)C1=CC=C(C=C1)OC(C)C CYCLOPROPYL(4-ISOPROPOXYPHENYL)METHANONE